N1N=CC=C1C1=CC=C(C=C1)C=1C2=C(N=C(N1)N1[C@H](CC1)C)CCC2 (S)-4-(4-(1H-pyrazol-5-yl)phenyl)-2-(2-methylazetidin-1-yl)-6,7-dihydro-5H-cyclopenta[d]pyrimidine